Cl.C1(=CC=CC=C1)C[C@H](N)B1OC(C(O1)(C)C)(C)C (R)-2-phenyl-1-(4,4,5,5-tetramethyl-1,3,2-dioxaborolan-2-yl)ethan-1-amine hydrochloride Salt